((2s,4r,5r)-5-(2-acetamido-7-benzyl-6,8-dioxo-1,6,7,8-tetrahydro-9H-purin-9-yl)-4-acetoxytetrahydrofuran-2-yl) methylbenzoate CC1=C(C(=O)O[C@@H]2O[C@H]([C@@H](C2)OC(C)=O)N2C=3N=C(NC(C3N(C2=O)CC2=CC=CC=C2)=O)NC(C)=O)C=CC=C1